1-({3,4-difluoro-2-[(2-fluoro-4-iodophenyl)amino]phenyl}carbonyl)-3-{[(2-hydroxy-2-methylcyclopentyl)amino]methyl}azetidin-3-ol FC=1C(=C(C=CC1F)C(=O)N1CC(C1)(O)CNC1C(CCC1)(C)O)NC1=C(C=C(C=C1)I)F